O=C1OC2=C(N1)C=CC=C2C2CCN(CC2)C(=O)OC(C)(C)C tert-Butyl 4-(2-oxo-3H-1,3-benzoxazol-7-yl)piperidine-1-carboxylate